C(N)(=O)C1=C(N=C(N=N1)O)NC1=CC(=C(C=C1)C1CCN(CC1)CC1CN(CC1)C(=O)[O-])F 3-((4-(4-((6-carbamoyl-3-hydroxy-1,2,4-triazin-5-yl)amino)-2-fluorophenyl)piperidine-1-yl)methyl)pyrrolidine-1-carboxylate